3-bromo-1-(oxan-4-yl)pyrazolo[4,3-b]pyridine-5-carboxylate BrC1=NN(C=2C1=NC(=CC2)C(=O)[O-])C2CCOCC2